P(=O)(O)(O)O[C@H]1[C@H]([C@@H](O[C@@H]1CO)N1C=NC=2C(N)=NC=NC12)OC O-methyl adenosine-3'-phosphate